P(=S)(SCCCC)(OCCCC)[O-].[Zn+2].C(CCC)SP(=S)(OCCCC)[O-] zinc dibutyl dithiophosphate